17-chloro-3,6,9,12,15-pentaoxaheptadecyl methacrylate C(C(=C)C)(=O)OCCOCCOCCOCCOCCOCCCl